Ethyl (S)-3-amino-3-(2',5-dimethyl-6'-(pent-4-en-1-yloxy)-[1,1'-biphenyl]-3-yl)propanoate hydrochloride Cl.N[C@@H](CC(=O)OCC)C=1C=C(C=C(C1)C)C1=C(C=CC=C1OCCCC=C)C